Cl.N1(N=CC=C1)C1=C(CC=2N=C3N(N=C(C=C3N)SC3CNCCC3)C2C(C)C)C=CC=C1 (2-(1H-pyrazol-1-yl)benzyl)-3-isopropyl-6-(piperidin-3-ylthio)imidazo[1,2-b]pyridazin-8-amine hydrochloride